ClC1=CC=C(C=N1)N1CCC(CC1)N(C)C 1-(6-chloropyridin-3-yl)-N,N-dimethylpiperidin-4-amine